C(C)[C@]1(C(OCC=2C(N3CC=4C(=NC=5C=C(C(=C6C5C4CCC6)CNC(CO)=O)F)C3=CC21)=O)=O)O (S)-N-((9-ethyl-5-fluoro-9-hydroxy-10,13-dioxo-2,3,9,10,13,15-hexahydro-1H,12H-benzo[de]pyrano[3',4':6,7]indolizino[1,2-b]quinolin-4-yl)methyl)-2-hydroxyacetamide